C1(CC1)C(C)(O)C1=NC=CC(=N1)C1=NC=C(C(=C1F)C(=O)N1[C@@H]([C@H]2CC[C@@H](C1)N2CC2=NC=C(C=C2F)F)C)C (2-(2-(1-cyclopropyl-1-hydroxyethyl)pyrimidin-4-yl)-3-fluoro-5-methylpyridin-4-yl)((1R,2R,5S)-8-((3,5-difluoropyridin-2-yl)methyl)-2-methyl-3,8-diazabicyclo[3.2.1]oct-3-yl)methanone